FC(C=1C=CC=2N(C1)C=C(N2)CNC(=O)C2=CC=1C3=C(C=NC1C=C2)COC3)(F)F N-((6-(trifluoromethyl)imidazo[1,2-a]pyridin-2-yl)methyl)-1,3-dihydrofuro[3,4-c]quinoline-8-Carboxamide